(S)-4-(3-acryloyl-1,2,3,4,4a,5-hexahydrobenzo[b]pyrazino[1,2-d][1,4]oxazin-8-yl)-6-bromopyrazolo[1,5-a]pyridine-3-carbonitrile C(C=C)(=O)N1C[C@@H]2N(C3=C(OC2)C=C(C=C3)C=3C=2N(C=C(C3)Br)N=CC2C#N)CC1